N[C@H](C(=O)OC)CC1=CC=C(C2=CC=CC=C12)C=1C(N(C(=CC1C(F)(F)F)C)C)=O methyl (S)-2-amino-3-(4-(1,6-dimethyl-2-oxo-4-(trifluoromethyl)-1,2-dihydropyridin-3-yl)naphthalen-1-yl)propanoate